4-(4-bromo-phenyl)-piperidine-2,6-dione BrC1=CC=C(C=C1)C1CC(NC(C1)=O)=O